C(C)(C)(C)C1=C(C=C(C(=C1)O)C)C(C1=CC=CC=C1)C1=C(C=C(C(=C1)C)O)C(C)(C)C 1,1-bis(2-tert-butyl-4-hydroxy-5-methylphenyl)-1-phenylmethane